N-(2,2-Dimethoxyethyl)-3-nitro-5-(trifluoromethyl)benzamide COC(CNC(C1=CC(=CC(=C1)C(F)(F)F)[N+](=O)[O-])=O)OC